5-(1-cyclohexyl-3H-pyrrolo[2,3-c]isoquinolin-8-yl)-2-methylthiazole C1(CCCCC1)C1=CNC=2N=CC=3C=CC(=CC3C21)C2=CN=C(S2)C